2-(Methoxymethyl)-2,4-dimethyl-1,2,4,7-tetrahydro-3H-pyrrolo[3',2':5,6]pyrido[3,4-b]pyrazin-3-one COCC1(NC2=C(N(C1=O)C)C=NC1=C2C=CN1)C